3-amino-6-(3-bromophenyl)pyrazine-2-carboxylic acid NC=1C(=NC(=CN1)C1=CC(=CC=C1)Br)C(=O)O